C(C)(C)(C)C1C(C1)(C)N(C(O)=O)S(=O)(=O)C1=CC2=C(NC(N(C2=O)CC=2C=NN(C2)C)=O)S1.FC1(C(CC1)N1C=NC=C1)F 2,2-difluorocyclobutyl-1H-imidazole tert-butyl-((3-((1-methyl-1H-pyrazol-4-yl)methyl)-2,4-dioxo-1,2,3,4-tetrahydrothieno[2,3-d]pyrimidin-6-yl)sulfonyl)(1-methylcyclopropyl)carbamate